N-[5-(1H-benzimidazol-2-yl)-1H-pyrazol-3-yl]-6-[4-(oxetan-3-yl)piperazin-1-yl]pyridine-3-carboxamide N1C(=NC2=C1C=CC=C2)C2=CC(=NN2)NC(=O)C=2C=NC(=CC2)N2CCN(CC2)C2COC2